S1N=C(C=C1)C=1N=C(C=2C(N1)=NN(C2)CC2=CC=C(C=C2)C(F)(F)F)N 6-(1,2-thiazol-3-yl)-2-{[4-(trifluoromethyl)phenyl]methyl}-2H-pyrazolo[3,4-d]pyrimidin-4-amine